BrCC=C(CCC=C(C)C)C 1-bromo-3,7-dimethyl-2,6-octadiene